Cl.C[C@@H]1N([C@@H](CNC1)C)CC(=O)NC1=CC(=CC=C1)NC1C(NC(CC1)=O)=O 2-((2s,6r)-2,6-dimethylpiperazin-1-yl)-N-(3-((2,6-dioxopiperidin-3-yl)amino)phenyl)acetamide hydrochloride